3,8'-biflavone O1C(=C(C(=O)C2=CC=CC=C12)C=1C=CC=C2C(C=C(OC12)C1=CC=CC=C1)=O)C1=CC=CC=C1